COC1=C(C=CC(=C1)N1CCC(CC1)N1CCCC1)NC1=NC=NC(=C1)N1OCC[C@@H]1C1=CC=CC=C1 (R)-N-(2-methoxy-4-(4-(pyrrolidin-1-yl)piperidin-1-yl)phenyl)-6-(3-phenylisoxazolidin-2-yl)pyrimidin-4-amine